(5-bromo-2-iodophenyl)(ethyl)sulfane BrC=1C=CC(=C(C1)SCC)I